C[C@@H](CN[C@@H]([C@H]1CNC2=C(N1)N=CC=C2)C2=CC=CC=C2)C=2C=C(C=CC2)CC(=O)O 2-[3-[(1R)-1-methyl-2-[[(R)-phenyl-[(3R)-1,2,3,4-tetrahydropyrido[2,3-b]pyrazin-3-yl]methyl]amino]ethyl]phenyl]acetic acid